BrC1=CN=C2N1C=CN=C2N(C(OC(C)(C)C)=O)C(=O)OC(C)(C)C tert-butyl (3-bromoimidazo[1,2-a]pyrazin-8-yl)(tert-butoxycarbonyl)carbamate